C(#N)C1CC(C1)NC([O-])=O (3-cyanocyclobutyl)carbamate